(R)-8-(5-(methoxymethyl)-3,3-dimethylpiperazin-1-yl)-2-methyl-4-(1-methyl-1H-1,2,3-triazol-4-yl)-N-(1-methylcyclopropyl)quinazoline-6-sulfonamide COC[C@@H]1NC(CN(C1)C=1C=C(C=C2C(=NC(=NC12)C)C=1N=NN(C1)C)S(=O)(=O)NC1(CC1)C)(C)C